NCC(C(=O)NC1=CC=2C(=CN=CC2F)S1)C1=CC=C(C=C1)C 3-amino-N-(4-fluorothieno[2,3-c]pyridin-2-yl)-2-(p-tolyl)propanamide